N-((4S,5S)-3-(bromomethyl)-7-ethyl-4-(4-fluorophenyl)-6-oxo-1-phenyl-4,5,6,7-tetrahydro-1H-pyrazolo[3,4-b]pyridine-5-yl)-3-(trifluoromethyl)benzamide BrCC1=NN(C=2N(C([C@H]([C@H](C21)C2=CC=C(C=C2)F)NC(C2=CC(=CC=C2)C(F)(F)F)=O)=O)CC)C2=CC=CC=C2